FC1=C(C(=C2C=CNC2=C1)CCC(=O)OCC)OC1=CC(=C(C=C1)F)C=1NC(=CN1)C(C)(C1=CC=CC=C1)O Ethyl 3-(6-fluoro-5-(4-fluoro-3-(5-(1-hydroxy-1-phenylethyl)-1H-imidazol-2-yl)phenoxy)-1H-indol-4-yl)propanoate